The molecule is a cationic sphingoid obtained by protonation of the amino group of sphinga-4E,8E-dienine. It is a conjugate acid of a sphinga-4E,8E-dienine. CCCCCCCCC/C=C/CC/C=C/[C@H]([C@H](CO)[NH3+])O